1-(5-((2-isopropylphenyl)thio)-1H-imidazo[4,5-b]pyrazin-2-yl)-4-methylpiperidin-4-amine C(C)(C)C1=C(C=CC=C1)SC=1N=C2C(=NC1)NC(=N2)N2CCC(CC2)(N)C